2-chloro-5-fluoro-pyrimidin ClC1=NC=C(C=N1)F